Allyl (1aS,9aS,10aS)-9-hydroxy-5-methoxy-3-oxo-6-((triisopropylsilyl)oxy)-1,1a,9,9a,10,10a-hexahydrobenzo[e]cyclopropa[4,5]pyrrolo[1,2-a][1,4]diazepine-8(3H)-carboxylate OC1[C@H]2N(C(C3=C(N1C(=O)OCC=C)C=C(C(=C3)OC)O[Si](C(C)C)(C(C)C)C(C)C)=O)[C@@H]3[C@H](C2)C3